1,2-di(3-methylphenoxy)ethane CC=1C=C(OCCOC2=CC(=CC=C2)C)C=CC1